N-(9,9-dimethyl-9H-fluoren-2-yl)-9,9-dimethyl-3-(4,4,5,5-tetramethyl-1,3,2-dioxaborolan-2-yl)-9H-fluoren-2-amine CC1(C2=CC=CC=C2C=2C=CC(=CC12)NC1=CC=2C(C3=CC=CC=C3C2C=C1B1OC(C(O1)(C)C)(C)C)(C)C)C